ClC1=CC=C2C(=CNC2=C1)S(=O)(=O)NC1=NC(=C(C(=N1)OC)CC)OC 6-chloro-N-(5-ethyl-4,6-dimethoxy-pyrimidin-2-yl)-1H-indole-3-sulfonic acid amide